N-(3-amino-4-methylphenyl)-3-cyano-4-(trifluoromethyl)-benzamide NC=1C=C(C=CC1C)NC(C1=CC(=C(C=C1)C(F)(F)F)C#N)=O